C(C)(C)(C)OC(=O)NCC1C(C1)C(=O)OCC ethyl 2-(((tert-butoxycarbonyl)amino)methyl)cyclopropane-1-carboxylate